C(C)C=1C(=CC=C2C=C(C=C(C12)C(CC(CC(=O)OC)=O)O)OCOC)F methyl 5-(8-ethyl-7-fluoro-3-(methoxymethoxy)naphthalen-1-yl)-5-hydroxy-3-oxopentanoate